ClCCCOC1=C(C=C2C(=NC=NC2=C1)N)OCCCN1CCOCC1 7-(3-chloropropoxy)-6-(3-morpholinopropoxy)quinazolin-4-amine